N1C(NC(CC1)=O)=O dihydropyrimidine-dione